N-methyl-3-(6-methyl-4-(trifluoromethyl)pyridin-2-yl)-2-oxoimidazolidin-4-carboxamide CNC(=O)C1N(C(NC1)=O)C1=NC(=CC(=C1)C(F)(F)F)C